O1C(CCCC1)OCC(=O)OCCCC butyl (tetrahydro-2H-pyran-2-yloxy)acetate